Methyl (2Z)-2-{(2S)-1-[4'-fluoro-2-(trifluoromethyl)[biphenyl]-4-yl]-2-hydroxy-propylidene}hydrazinecarboxylate FC1=CC=C(C=C1)C1=C(C=C(C=C1)/C(/[C@H](C)O)=N/NC(=O)OC)C(F)(F)F